ClC1=CC(=C(C(=O)N2C[C@H](N(CC2)C=2C(=NC(=CC2)C2=NC=CN=C2OCC)C(=O)N[C@H]2CNCC2)CC)C=C1)C(F)(F)F 3-[(2R)-4-[4-chloro-2-(trifluoromethyl)benzoyl]-2-ethylpiperazin-1-yl]-6-(3-ethoxypyrazin-2-yl)-N-[(3R)-pyrrolidin-3-yl]pyridine-2-carboxamide